N-(4-Chloro-2-nitrophenyl)-4-(2,6-difluoro-4-methoxyphenyl)-1,3-dimethyl-1H-pyrazol-5-amin ClC1=CC(=C(C=C1)NC1=C(C(=NN1C)C)C1=C(C=C(C=C1F)OC)F)[N+](=O)[O-]